tert-butyl 7-(bromomethyl)-5-methoxy-3,4-dihydroisoquinoline-2(1H)-carboxylate BrCC1=CC(=C2CCN(CC2=C1)C(=O)OC(C)(C)C)OC